2-(2,6-dibromonicotinamido)benzo[d]thiazole-6-carboxylic acid BrC1=C(C(=O)NC=2SC3=C(N2)C=CC(=C3)C(=O)O)C=CC(=N1)Br